C(C)(C)S(=O)(=O)C1=CC(=C(C(=O)NC2=NC(=CC=C2)N2C[C@H](OCC2)C)C=C1)N1CCC2(CC2)CC1 (R)-4-(Isopropylsulfonyl)-N-(6-(2-methylmorpholino)pyridin-2-yl)-2-(6-azaspiro[2.5]octan-6-yl)benzamide